F[P-](F)(F)(F)(F)F.N1(N=NC2=C1N=CC=C2)O[P+](N2CCCC2)(N2CCCC2)N2CCCC2 [(7-azabenzotriazol-1-yl)oxy]tris-(pyrrolidino)phosphonium hexafluorophosphate